NC=1C(=CC(=CC1)C)S(=O)(=O)[O-].[Ni+2].NC=1C(=CC(=CC1)C)S(=O)(=O)[O-] nickel (II) p-toluidine-2-sulfonate